3-fluoro-N4',N4'-dimethylbiphenyl-4,4'-diamine FC=1C=C(C=CC1N)C1=CC=C(C=C1)N(C)C